FC1=C(C=CC(=C1)S(=O)(=O)C(C)(C)C1=C(C(=CC=C1)[N+](=O)[O-])F)SC1=NC(=C(C(=N1)N1CC(CC1)O)OC)NC1=NNC(=C1)C 1-(2-((2-fluoro-4-((2-(2-fluoro-3-nitrophenyl)propan-2-yl)sulfonyl)phenyl)thio)-5-methoxy-6-((5-methyl-1H-pyrazol-3-yl)amino)pyrimidin-4-yl)pyrrolidin-3-ol